3-(((2'-chloro-4,5,5',6'-tetrahydro-2H-spiro[furan-3,8'-pyrano[3,4-b]pyridin]-4'-yl)oxy)methyl)benzonitrile ClC1=CC(=C2C(=N1)C1(OCC2)COCC1)OCC=1C=C(C#N)C=CC1